2-(3-((2R,5S)-2,5-dimethyl-4-(methylsulfonyl)piperazin-1-yl)-5-methyl-1,2,4-triazin-6-yl)-5-(trifluoromethyl)phenol C[C@H]1N(C[C@@H](N(C1)S(=O)(=O)C)C)C=1N=NC(=C(N1)C)C1=C(C=C(C=C1)C(F)(F)F)O